4-(methylamino)-8-(propan-2-yl)pyrido[2,3-d]pyrimidin-7(8H)-one CNC=1C2=C(N=CN1)N(C(C=C2)=O)C(C)C